para-propyl-phenyl-propylene C(CC)C1=CC=C(C=C1)C=CC